C1CCN2CCC[C@H]([C@H]12)NC=1N=NC(=C(N1)C)C1=C(C=C(C=C1)C(F)(F)F)O 2-[3-[[(8R,8aS)-1,2,3,5,6,7,8,8a-octahydroindolizin-8-yl]amino]-5-methyl-1,2,4-triazin-6-yl]-5-(trifluoromethyl)phenol